C1(CC1)S(=O)(=O)NC1=NC=CC(=N1)C(C(=O)NC1=C(C=C(C(=C1)C)C1=NC(=CN=C1)OCC)C)(C)C 2-(2-(cyclopropanesulfonamido)pyrimidin-4-yl)-N-(4-(6-ethoxypyrazin-2-yl)-2,5-dimethylphenyl)-2-methylpropanamide